3-(4-((4-(Benzo[b]thiophen-4-yl)piperazin-1-yl)methyl)-1-oxoisoindolin-2-yl)piperidine-2,6-dione S1C2=C(C=C1)C(=CC=C2)N2CCN(CC2)CC2=C1CN(C(C1=CC=C2)=O)C2C(NC(CC2)=O)=O